FC(C=1C=CC(=NC1)OC1CN(CC1)C1=C(C#N)C=CC=C1)(F)F 2-(3-(5-(trifluoromethyl)pyridin-2-yloxy)pyrrolidin-1-yl)benzonitrile